FC1=CC=C(C=N1)C1=NC(=CC(=C1N1[C@@H](C[C@H](CC1)C1=NN=CN1C)C)C#N)C(F)(F)F 6'-fluoro-3-[(2R,4S)-2-methyl-4-(4-methyl-4H-1,2,4-triazol-3-yl)piperidin-1-yl]-6-(trifluoromethyl)-[2,3'-bipyridine]-4-carbonitrile